cis-4-[(5-chloro-3-fluoro-2-pyridyl)oxy]-N-ethyl-2'-oxo-spiro[cyclohexane-1,3'-indoline]-5'-carboxamide ClC=1C=C(C(=NC1)OC1CCC2(C(NC3=CC=C(C=C23)C(=O)NCC)=O)CC1)F